methyl (+/-)-trans-3-aminobicyclo[2.2.2]octane-2-carboxylate NC1C(C2CCC1CC2)C(=O)OC